1-(2-thienyl)butanone S1C(=CC=C1)CC(CC)=O